tert-butyl 3-ethynyl-3-fluoro-pyrrolidine-1-carboxylate C(#C)C1(CN(CC1)C(=O)OC(C)(C)C)F